C1(CCC1)C1=C(C=C2C=C(C(=NC2=C1)OC)C(=O)OCC)C=O ethyl 7-cyclobutyl-6-formyl-2-methoxyquinoline-3-carboxylate